bis-(2-bromo-5-[N,N-dimethylamino]phenyl)dimethylsilane BrC1=C(C=C(C=C1)N(C)C)[Si](C)(C)C1=C(C=CC(=C1)N(C)C)Br